(3-fluoro-4-((1-isopropyl-2-keto-2,3-dihydro-1H-imidazo[4,5-b]pyridin-7-yl)oxy)phenyl)-1-(5-methoxypyridin-2-yl)-5-(trifluoromethyl)-1H-pyrazole-4-carboxamide FC=1C=C(C=CC1OC1=C2C(=NC=C1)NC(N2C(C)C)=O)C2=NN(C(=C2C(=O)N)C(F)(F)F)C2=NC=C(C=C2)OC